1-CYCLOHEXYL-2H-INDAZOL-5-CARBOXAMID C1(CCCCC1)N1NCC2=CC(=CC=C12)C(=O)N